C(C)OC=1C=C2N(C(C=3N(C2=CC1)C=CN3)=O)C3=C(C(=CC=C3)F)C 7-Ethoxy-5-(3-fluoro-2-methylphenyl)imidazo[1,2-a]Quinoxaline-4(5H)-on